CN1CC(C=C2C3=C4C(CC12)=CNC4=CC=C3)C(=O)N3CCCCC3 (7-methyl-6,6a,8,9-tetrahydro-4H-indolo[4,3-fg]quinolin-9-yl)-piperidin-1-ylmethanone